N1=CC(=CC=C1)C1=C(C=CC=C1)B(O)O 2-(PYRIDINE-3-YL)PHENYLBORONIC ACID